2,2,2-trichloroethyl N-(5-tert-butylisoxazol-3-yl)carbamate C(C)(C)(C)C1=CC(=NO1)NC(OCC(Cl)(Cl)Cl)=O